[Na].ClC1=C(C(=CC(=C1)Cl)Cl)O 2,4,6-Trichlorophenol, sodium salt